FC(F)(F)S(=N)C(F)(F)F.C(CCC)[P+](CCCC)(CCCC)CCCC tetrabutyl-phosphonium bistrifluoromethyl-sulfimide salt